O[C@@H]1C[C@H]2CC[C@H]3[C@@H]4CC[C@H]([C@@H](CCC)C)[C@]4([C@H](C[C@@H]3[C@]2(CC1)C)O)C 3β,12a-Dihydroxy-5β-cholan